4'-[oxybis(3,1-phenyleneoxy)]Bis(aniline) O(C=1C=C(C=CC1)ONC1=CC=CC=C1)C=1C=C(C=CC1)ONC1=CC=CC=C1